NC1=C(C=C(C=N1)C(=O)OC)Br methyl 6-amino-5-bromo-pyridine-3-carboxylate